ClC=1C=CC=C2C(=CC(=NC12)C1=CC=C(C=C1)Cl)C(O)C1NCCCC1 [8-Chloro-2-(4-chlorophenyl)quinolin-4-yl](piperidin-2-yl)methanol